C(C1=CC=CC=C1)N1C(C(OCC1)(C)C)=O benzyl-2,2-dimethylmorpholin-3-one